3-(6-(2-(hydroxymethyl)-morpholino)-1-oxoisoindolin-2-yl)piperidine-2,6-dione OCC1OCCN(C1)C1=CC=C2CN(C(C2=C1)=O)C1C(NC(CC1)=O)=O